CC=1C=CC(=NC1CN1CCCC1)NC1=CC2=C(C=N1)SC(=N2)C2=NC=CC=N2 5-Methyl-N-[2-(pyrimidin-2-yl)-[1,3]thiazolo[5,4-c]pyridin-6-yl]-6-[(pyrrolidin-1-yl)methyl]pyridin-2-amine